ribosyl pyrophosphate O(P([O-])(=O)OP(=O)([O-])[O-])C1[C@H](O)[C@H](O)[C@H](O1)CO